tert-butyl (5aS,6R,11bR)-10-(benzyloxy)-9-bromo-14-(cyclopropylmethyl)-5a-hydroxy-1,2,5,5a,6,7-hexahydro-6,11b-(epiminoethano)naphtho[1,2-d]azepine-3(4H)-carboxylate C(C1=CC=CC=C1)OC1=C(C=C2C[C@@H]3[C@]4([C@](CCN(CC4)C(=O)OC(C)(C)C)(C2=C1)CCN3CC3CC3)O)Br